{5-[5-(2-bromophenyl)-1,2,4-oxadiazol-3-yl]-1H-1,2,3-benzotriazol-1-yl}acetic acid BrC1=C(C=CC=C1)C1=NC(=NO1)C1=CC2=C(N(N=N2)CC(=O)O)C=C1